8-fluoro-2-methylimidazo[1,2-a]pyridin-6-ylboronic acid FC=1C=2N(C=C(C1)B(O)O)C=C(N2)C